FC(C1(CCC1)OC(C)C1NC(C2=C(N1)C=CN2)=O)(F)F 2-(1-(1-(trifluoromethyl)cyclobutoxy)ethyl)-1,2,3,5-tetrahydro-4H-pyrrolo[3,2-d]pyrimidin-4-one